C(C)(C)(C)OC(=O)N1C(OC[C@@H]1C1=CC(=C(C=C1)Cl)N1N=NN=C1)(C)C (S)-4-(4-chloro-3-(1H-tetrazol-1-yl)phenyl)-2,2-dimethyloxazolidine-3-carboxylic acid tert-butyl ester